N-(2-(INDOLIN-1-YL)PROPYL)-4-((PYRIDIN-4-YLMETHYL)AMINO)BENZENESULFONAMIDE N1(CCC2=CC=CC=C12)C(CNS(=O)(=O)C1=CC=C(C=C1)NCC1=CC=NC=C1)C